benzyl (S)-2-(((benzyloxy)carbonyl)amino)-3-(1H-pyrrolo[2,3-b]pyridin-3-yl)propanoate C(C1=CC=CC=C1)OC(=O)N[C@H](C(=O)OCC1=CC=CC=C1)CC1=CNC2=NC=CC=C21